(3S,4S,4aR,6aR,6bS,8aS,11S,12aR,14aR,14bS)-11-((benzyloxy)carbonyl)-4-formyl-4,6a,6b,8a,11,14b-hexamethyl-14-oxo-1,2,3,4,4a,5,6,6a,6b,7,8,8a,9,10,11,12,12a,14,14a,14b-icosahydropicen C(C1=CC=CC=C1)OC(=O)[C@]1(CC[C@@]2(CC[C@]3([C@@]4(CC[C@H]5[C@@](CCC[C@@]5([C@H]4C(C=C3[C@@H]2C1)=O)C)(C)C=O)C)C)C)C